N-(5-Bromopyrazin-2-yl)-2-(3,3-difluorocyclopentyl)-2-(4-(2-methyl-2H-tetrazol-5-yl)phenyl)acetamide BrC=1N=CC(=NC1)NC(C(C1=CC=C(C=C1)C=1N=NN(N1)C)C1CC(CC1)(F)F)=O